(2-(7-(2-(1H-Imidazol-1-yl)ethoxy)-1-(cyclopropylmethyl)-1H-indol-2-yl)-3-methylpyrazolo[1,5-a]pyridin-6-yl)((3R,5R)-3-amino-5-fluoropiperidin-1-yl)methanone N1(C=NC=C1)CCOC=1C=CC=C2C=C(N(C12)CC1CC1)C1=NN2C(C=CC(=C2)C(=O)N2C[C@@H](C[C@H](C2)F)N)=C1C